NC1=C(C(=C(C=C1)OCC)F)F 4-amino-2,3-difluorophenetole